[Na+].C(=C)C1=CC=C(C=C1)S(=O)(=O)[O-] p-vinylbenzenesulfonic acid, sodium salt